C(C=C)(=O)N1[C@H](CN(CC1)C1=NC(=NC=2C[C@H](CCC12)N1CCC2=CC=CC(=C12)Cl)OC[C@H]1N(CCC1)C)CC#N 2-((S)-1-Acryloyl-4-((S)-7-(7-chloroindolin-1-yl)-2-(((S)-1-methylpyrrolidin-2-yl)methoxy)-5,6,7,8-tetrahydroquinazolin-4-yl)piperazin-2-yl)acetonitrile